N8-benzyl-3-isopropyl-N6-(2-methoxyethyl)-[1,2,4]triazolo[4,3-b]pyridazine-6,8-diamine C(C1=CC=CC=C1)NC=1C=2N(N=C(C1)NCCOC)C(=NN2)C(C)C